3,4,5-trimethylpiperidin-4-ol hydrochloride Cl.CC1CNCC(C1(O)C)C